BrC=1C=C2CN(C(C2=C(C1)OC(F)F)=O)[C@@H](C)C1CC1 (S)-5-bromo-2-(1-cyclopropylethyl)-7-difluoromethoxyisoindol-1-one